1-(3-bromo-7-hydroxy-2,2-dimethyl-2H-chromen-6-yl)ethan-1-one BrC=1C(OC2=CC(=C(C=C2C1)C(C)=O)O)(C)C